FC(C1=C(C=CC=C1)C1=CC(=C(C=C1)N1C[C@H](CC1)OC1=NC=C(C=C1)C(F)(F)F)CO)(F)F (S)-(2'-(trifluoromethyl)-4-(3-(5-(trifluoromethyl)pyridin-2-yloxy)pyrrolidin-1-yl)biphenyl-3-yl)methanol